(2S,4S)-2-(hydroxymethyl)-4-(m-tolyl)pyrrolidine-1-carboxylic acid tert-butyl ester C(C)(C)(C)OC(=O)N1[C@@H](C[C@H](C1)C=1C=C(C=CC1)C)CO